(3R)-3-(4-chlorophenyl)-2-[(5-chloropyridin-2-yl)methyl]-4-fluoro-6-[1-hydroxy-1-(1-methyl-1H-1,2,3-triazol-4-yl)ethyl]-3-methoxy-2,3-dihydro-1H-isoindol-1-one ClC1=CC=C(C=C1)[C@@]1(N(C(C2=CC(=CC(=C12)F)C(C)(C=1N=NN(C1)C)O)=O)CC1=NC=C(C=C1)Cl)OC